6-(4,4,5,5-tetramethyl-1,3,2-dioxaborolan-2-yl)9-methoxybenzofuro[3,2-b]pyridine CC1(OB(OC1(C)C)C1=CC=C(C2=C1OC=1C2=NC=CC1)OC)C